1-(3-fluoropropyl)-N-(4-iodophenyl)azetidin-3-amine FCCCN1CC(C1)NC1=CC=C(C=C1)I